N-[2-(1,6-dimethyl-1H-indol-3-yl)ethyl]-1-pyrrolidinesulfonamide CN1C=C(C2=CC=C(C=C12)C)CCNS(=O)(=O)N1CCCC1